5-bromo-1-(3-((tetrahydro-2H-pyran-2-yl)oxy)propyl)indoline-7-carbonitrile BrC=1C=C2CCN(C2=C(C1)C#N)CCCOC1OCCCC1